N1(CCC[C@H]2CCCC[C@H]12)C([C@@H](CN1C(C2=CC=CC=C2C1=O)=O)N)=O 2-[(2R)-3-[(4aR,8aS)-3,4,4a,5,6,7,8,8a-Octahydro-2H-quinolin-1-yl]-2-amino-3-oxo-propyl]isoindoline-1,3-dione